3-(5,6-dihydro-4H-pyrrolo[1,2-B]pyrazol-2-yl)-N-(4-methoxybenzyl)-N-methyl-4-((5-(trifluoromethyl)pyridin-2-yl)amino)benzenesulfonamide N=1N2C(=CC1C=1C=C(C=CC1NC1=NC=C(C=C1)C(F)(F)F)S(=O)(=O)N(C)CC1=CC=C(C=C1)OC)CCC2